O=C1NC(CCC1N1C(N(C2=C1C=CC(=C2)C#CCOCCN(C(OCCCC)=O)C)C)=O)=O butyl N-[2-[3-[1-(2,6-dioxo-3-piperidyl)-3-methyl-2-oxo-benzimidazol-5-yl]prop-2-ynoxy]ethyl]-N-methyl-carbamate